CC(C)(CC(CC(CC)(C)C)(S)C)C 2,2,4,6,6-pentamethyl-4-octanethiol